OCC(CO)NCC1=NC2=C(C=CC=C2C=C1)NS(=O)(=O)C1=CC=C(C=C1)C(F)(F)F N-(2-(((1,3-Dihydroxypropan-2-yl)amino)methyl)quinolin-8-yl)-4-(trifluoromethyl)benzenesulfonamide